(2s,3s,4r,5r)-5-(2-(5-chloropyridin-3-yl)-6-((3-fluorobenzyl)amino)-9H-purin-9-yl)-3,4-dihydroxy-N-methyltetrahydrofuran-2-carboxamide ClC=1C=C(C=NC1)C1=NC(=C2N=CN(C2=N1)[C@H]1[C@@H]([C@@H]([C@H](O1)C(=O)NC)O)O)NCC1=CC(=CC=C1)F